FC1(CCC(CC1)N1C=NC(=C1C=1C=CC=2N(N1)C(=CN2)C#N)C2=CC=C(C=C2)F)F 6-(1-(4,4-difluorocyclohexyl)-4-(4-fluorophenyl)-1H-imidazol-5-yl)imidazo[1,2-b]pyridazine-3-carbonitrile